COCCC1C2C3C4C=CC(C3C(C1)C2)C4 8-methoxyethyl-tetracyclo[4.4.0.12,5.17,10]-3-dodecene